ClC1=NC(=CC(=C1)C=1C(=NN2C1N=C(C=C2)N2CC1CCC(C2)N1C)C=1C=C(C#N)C=CC1)C 3-[3-(2-Chloro-6-methyl-4-pyridyl)-5-(8-methyl-3,8-diazabicyclo[3.2.1]octan-3-yl)pyrazolo[1,5-a]pyrimidin-2-yl]benzonitrile